pyrimidin-2-yl-piperazine-1-carboxamido-piperidine-1-carboxylate N1=C(N=CC=C1)C1(N(CCCC1)C(=O)[O-])NC(=O)N1CCNCC1